2-((4-((S)-2-(5-Chloropyridin-2-yl)-2-methylbenzo[d][1,3]dioxol-4-yl)piperidin-1-yl)methyl)-4-(2-fluoroethoxy)-1-(((S)-oxetan-2-yl)methyl)-1H-benzo[d]imidazole ClC=1C=CC(=NC1)[C@@]1(OC2=C(O1)C=CC=C2C2CCN(CC2)CC2=NC1=C(N2C[C@H]2OCC2)C=CC=C1OCCF)C